13-ethyl-13-hydroxy-6-methoxy-7-(4-(4-(4-hexylbenzoyloxy)phenyl)piperazin-1-yl)indeno[2',3':3,4]naphtho[1,2-b]pyran C(C)C1(C2=CC=CC=C2C2=C1C=1C(OC=CC1)C=1C=C(C(=CC21)N2CCN(CC2)C2=CC=C(C=C2)OC(C2=CC=C(C=C2)CCCCCC)=O)OC)O